N-(3-(4'-(3-Hydroxy-3-meThylbutoxy)-4,5,5',6'-Tetrahydro-2H-Spiro[Furan-3,8'-Pyrano[3,4-b]Pyridin]-2'-yl)-1-Methyl-1H-Pyrrolo[2,3-c]Pyridin-5-yl)Acetamide OC(CCOC1=C2C(=NC(=C1)C1=CN(C3=CN=C(C=C31)NC(C)=O)C)C3(OCC2)COCC3)(C)C